4-(3-bromo-2,6-dimethoxyphenyl)-2,5-diphenyloxazole BrC=1C(=C(C(=CC1)OC)C=1N=C(OC1C1=CC=CC=C1)C1=CC=CC=C1)OC